N1=CC=C(C=C1)C=1N=C(SC1)S 4-(4-pyridyl)thiazole-2-thiol